COC([C@@H](N(C(CCCC)=O)CC1=CC=C(C=C1)C1=C(C=CC=C1)C#N)C(C)C)=O N-[(2'-monocyanobiphenyl-4-yl)methyl]-N-valeryl-L-valine methyl ester